decanedioic acid, 1,10-bis[2,2,6,6-tetramethyl-1-(octyloxy)-4-piperidinyl] ester C(CCCCCCCCC(=O)OC1CC(N(C(C1)(C)C)OCCCCCCCC)(C)C)(=O)OC1CC(N(C(C1)(C)C)OCCCCCCCC)(C)C